CN(C=1C2=C(N=C(N1)N1CC(C1)OC(C1=CC=C(C=C1)C(C)=O)=O)CC[S+]2[O-])C2CCOCC2 [1-[4-[Methyl(tetrahydropyran-4-yl)amino]-5-oxido-6,7-dihydrothieno[3,2-d]pyrimidin-5-ium-2-yl]azetidin-3-yl]-4-acetylbenzoat